7-(azetidin-3-yl)-2-[4-(2-fluorophenoxy)phenyl]-4,5,6,7-tetrahydro-2H-pyrazolo[3,4-b]pyrazine-3-carboxamide N1CC(C1)N1C=2C(NCC1)=C(N(N2)C2=CC=C(C=C2)OC2=C(C=CC=C2)F)C(=O)N